1-{1'-Acetyl-6-chloro-1,2-dihydrospiro[indole-3,4'-piperidine]-1-yl}-2-[(3R)-3-methylpiperazin-1-yl]ethan-1-one hydrochloride salt Cl.C(C)(=O)N1CCC2(CC1)CN(C1=CC(=CC=C12)Cl)C(CN1C[C@H](NCC1)C)=O